C(CCCCCCCCC=C)C1=CC(=C(C(=C1)C(C)C)O)C(C)C 4-(10-undecenyl)-2,6-diisopropylphenol